ClC=1C(=C(CNC(=O)C2N(CC(C2)C)C(=O)OCCCC)C=CC1)F butyl 2-((3-chloro-2-fluorobenzyl)carbamoyl)-4-methylpyrrolidine-1-carboxylate